2-chloro-3,5-dimethyl-pyrazine ClC1=NC=C(N=C1C)C